5-Nitro-2-(thiazol-5-yl)isonicotinic acid methyl ester COC(C1=CC(=NC=C1[N+](=O)[O-])C1=CN=CS1)=O